C(OC[C@]1(O[C@H](C[C@@H]1OC(=O)OC12CC3CC(CC(C1)C3)C2)N2C3=NC(=NC(=C3N=C2)N)F)C#C)(OC23CC1CC(CC(C2)C1)C3)=O (((2R,3S,5R)-3-((((1-adamantyl)oxy)carbonyl)oxy)-5-(6-amino-2-fluoro-9H-purin-9-yl)-2-ethynyltetrahydrofuran-2-yl)methyl) 1-adamantyl carbonate